1-((1r,2r)-6-bromo-2-hydroxy-4,4-dimethyl-1,2,3,4-tetrahydronaphthalen-1-yl)-3-(5-methyl-2-phenylpyridin-3-yl)urea BrC=1C=C2C(C[C@H]([C@@H](C2=CC1)NC(=O)NC=1C(=NC=C(C1)C)C1=CC=CC=C1)O)(C)C